bis(2-dicyclohexylphosphinophenyl)ether C1(CCCCC1)P(C1=C(C=CC=C1)OC1=C(C=CC=C1)P(C1CCCCC1)C1CCCCC1)C1CCCCC1